OC(CCCC=C)C1=C(C=CC=C1)O 2-(1-hydroxyhex-5-en-1-yl)phenol